C(CCCCCCCCCCCCCCCCCC)N N-nonadecyl-amine